N-[4-(4-bromophenyl)thiazol-2-yl]-2-chloro-N-(3,5-dimethoxyphenyl)acetamide BrC1=CC=C(C=C1)C=1N=C(SC1)N(C(CCl)=O)C1=CC(=CC(=C1)OC)OC